N4'-((1s,4s)-4-Aminocyclohexyl)-N6'-(1-isopropyl-3-methyl-1H-pyrazolo[3,4-b]pyridin-6-yl)-5-(morpholinomethyl)-[2,3'-bipyridine]-4',6'-diamine NC1CCC(CC1)NC1=C(C=NC(=C1)NC1=CC=C2C(=N1)N(N=C2C)C(C)C)C2=NC=C(C=C2)CN2CCOCC2